2-((2,2-dioxo-1,3-dihydrobenzo[c]thiophen-5-yl)amino)-8-((1R,2R)-2-hydroxy-2-methylcyclopentyl)-6-methylpyrido[2,3-d]pyrimidin-7(8H)-one O=S1(CC2=C(C1)C=C(C=C2)NC=2N=CC1=C(N2)N(C(C(=C1)C)=O)[C@H]1[C@](CCC1)(C)O)=O